N1,N1'-([1,1':2',1''-terphenyl]-3,3''-diylbis(methylene))bis(N3-(3-(isobutylamino)propyl)propane-1,3-diamine), hydrochloride salt Cl.C1(=CC(=CC=C1)CNCCCNCCCNCC(C)C)C=1C(=CC=CC1)C1=CC(=CC=C1)CNCCCNCCCNCC(C)C